(S)-3-(6-fluoro-3'-methoxybiphenyl-3-yl)-3-(3-(4-hydroxy-1-methyl-2-oxo-1,2-dihydropyridin-3-yl)ureido)propionic acid FC1=CC=C(C=C1C1=CC(=CC=C1)OC)[C@H](CC(=O)O)NC(=O)NC=1C(N(C=CC1O)C)=O